6-(4,5-dihydrofuran-2-yl)-2-methyl-N-{(1R)-1-[3-(trifluoromethyl)phenyl]ethyl}pyrido[3,4-d]pyrimidin-4-amine O1C(=CCC1)C1=CC2=C(N=C(N=C2N[C@H](C)C2=CC(=CC=C2)C(F)(F)F)C)C=N1